C(C=C)(=O)N1C[C@H](N([C@@H](C1)C)CC(F)(F)F)C1=CC(=NC(=C1)Cl)C1=CC(=NC=N1)C(=O)NC 6-(4-((2R,6R)-4-acryloyl-6-methyl-1-(2,2,2-trifluoroethyl)piperazin-2-yl)-6-chloropyridin-2-yl)-N-methylpyrimidine-4-carboxamide